C1(CC1)C1=NN2C(SC1)=NN=C2C2=CC(=C(C=C2)Cl)Cl 6-Cyclopropyl-3-(3,4-dichlorophenyl)-7H-[1,2,4]triazolo[3,4-b][1,3,4]thiadiazine